(E)-2,2-dimethyl-4-(p-tolyl)but-3-enenitrile CC(C#N)(\C=C\C1=CC=C(C=C1)C)C